6-(Cyclopropanecarboxamido)-4-((1-ethyl-3,3-difluoro-7-methoxy-2-oxoindolin-6-yl)amino)nicotinic acid C1(CC1)C(=O)NC1=NC=C(C(=O)O)C(=C1)NC1=CC=C2C(C(N(C2=C1OC)CC)=O)(F)F